1-(2,2-difluoroethyl)-4-iodopyrazole FC(CN1N=CC(=C1)I)F